pyrazolopyridinyl-benzotriazole N1N=C(C2=C1C=CC=N2)C2=CC=CC=1NN=NC12